4-methyl-2-(4-((S)-2-((R)-3-methylpyrrolidin-1-yl)propoxy)phenyl)-3-phenyl-2H-benzopyran-6-ol CC1=C(C(OC2=C1C=C(C=C2)O)C2=CC=C(C=C2)OC[C@H](C)N2C[C@@H](CC2)C)C2=CC=CC=C2